FC=1C(=CC=C2C=CNC12)C1=CC=CC(=N1)C(=O)[O-] 6-(7-fluoro-1H-indol-6-yl)pyridine-2-carboxylate